O.C(C)(=O)[O-].[Cu+2].FC1=C(C=CC=C1)PC1=CC=CC=C1.C(C)(=O)[O-] (2-fluorophenyl)(phenyl)phosphine copper(II) acetate monohydrate